CC(C(=O)N1N=C(CC1C1=CC=CC=C1)C)(C)C 2,2-dimethyl-1-(3-methyl-5-phenyl-4,5-dihydro-1H-pyrazol-1-yl)propan-1-one